C(C)(C)(C)OC(N(C([2H])([2H])[2H])C1=NC(=CC2=C1C(NN=C2CO)=O)Br)=O (7-Bromo-1-(hydroxymethyl)-4-oxo-3,4-dihydropyrido[3,4-d]pyridazin-5-yl)(methyl-d3)carbamic acid tert.Butyl ester